FC=1C=CC2=C(COB2O)C1 5-fluoro-1-hydroxy-3H-2,1-benzoxaborole